FC(OC1=C(C=C(C=N1)NC(=O)[C@H]1C[C@](C2=C1C=NC=1N2N=C(C1)F)(C=1C=NN(C1)C)C)C)F (6S,8S)-N-(6-(difluoromethoxy)-5-methylpyridin-3-yl)-2-fluoro-8-methyl-8-(1-methyl-1H-pyrazol-4-yl)-7,8-dihydro-6H-cyclopenta[e]pyrazolo[1,5-a]pyrimidine-6-carboxamide